N[C@H](C(=O)OC[C@@H]1N([C@H](C2=CC=CC(=C2C1)C(C)(C)O)C)C(CC1=C2C(=NN(C2=CC=C1Cl)C)Cl)=O)CC(C)C [(1S,3R)-2-[2-(3,5-dichloro-1-methyl-indazol-4-yl)acetyl]-5-(1-hydroxy-1-methyl-ethyl)-1-methyl-3,4-dihydro-1H-isoquinolin-3-yl]methyl (2S)-2-amino-4-methyl-pentanoate